1-methylbicyclo[4.1.0]Heptane-3-one CC12CC(CCC2C1)=O